(1s,2S)-2-carbamimidamidocyclopropane-1-carboxylic acid N(C(=N)N)[C@@H]1[C@H](C1)C(=O)O